[Cl-].[Cl-].C1(=CC=CC=C1)C(C1=CC=CC=C1)=[Zr+2](C1C2=CC(=CC=C2C=2C=CC(=CC12)N(CC)CC)CC)C1C=CC=C1 diphenylmethylene(cyclopentadienyl)(2-(diethylamino)-7-ethyl-9-fluorenyl)zirconium dichloride